O1S(C=NC1)(=O)=O 5H-1,2,4-oxathiazole-2,2-dioxide